N-[(3-methoxyphenyl)methyl]-1-[5-(pyridin-4-yl)-1H-pyrazole-3-carbonyl]piperidine-4-carboxamide COC=1C=C(C=CC1)CNC(=O)C1CCN(CC1)C(=O)C1=NNC(=C1)C1=CC=NC=C1